methyl 2-(1-bromo-ethyl)-6-(4-methoxy-phenyl)-nicotinate BrC(C)C1=C(C(=O)OC)C=CC(=N1)C1=CC=C(C=C1)OC